S1C=CC=2C1=CC=CC2S(=O)(=O)Cl 1-benzothiophene-4-sulfonyl chloride